(2S,4R)-N-((1R,2S)-2-hydroxy-1-((2R,3R,4S,5R,6R)-3,4,5-trihydroxy-6-(methylthio)tetrahydro-2H-pyran-2-yl)propyl)-1-methyl-4-propylpyrrolidine-2-carboxamide O[C@H]([C@H]([C@H]1O[C@@H]([C@@H]([C@H]([C@H]1O)O)O)SC)NC(=O)[C@H]1N(C[C@@H](C1)CCC)C)C